3,4-dichlorophenyl 2,4,6-tri-O-acetyl-3-deoxy-3-[4-(5-fluoro-2-pyridinyl)-1H-1,2,3-triazol-1-yl]-1-thio-alpha-D-galactopyranoside C(C)(=O)O[C@H]1[C@@H](SC2=CC(=C(C=C2)Cl)Cl)O[C@@H]([C@@H]([C@@H]1N1N=NC(=C1)C1=NC=C(C=C1)F)OC(C)=O)COC(C)=O